C(#N)C=1C=C(C=CC1F)[C@H](C)NC(=O)C=1C(N(N=C(C1)C1=CC=C(C=C1)Cl)C=1C=NN(C1)C)=O (S)-N-(1-(3-cyano-4-fluorophenyl)ethyl)-6-(4-chlorophenyl)-2-(1-methyl-1H-pyrazol-4-yl)-3-oxo-2,3-dihydropyridazine-4-carboxamide